tert-butyl 7-[7-({6-[2-(dimethylamino)acetamido]pyridin-3-yl}amino)-1,2,3,4-tetrahydro-2,6-naphthyridin-2-yl]-8-methyl-1H,2H,3H-pyrido[2,3-b][1,4]oxazine-1-carboxylate CN(CC(=O)NC1=CC=C(C=N1)NC1=NC=C2CCN(CC2=C1)C1=C(C2=C(OCCN2C(=O)OC(C)(C)C)N=C1)C)C